C(C)(C)(C)OC(=O)N1C[C@@H](CCC1)NC1=C(C(=NC=C1)Cl)N (R)-3-((3-amino-2-chloropyridin-4-yl)amino)piperidine-1-carboxylic acid tert-butyl ester